F[C@H]1CN(C[C@@H]1NC1=NC2=CC=CC=C2C=N1)C(=O)C1=CC=C(C=C1)NC(C=C)=O N-(4-((3S,4S)-3-fluoro-4-(quinazolin-2-ylamino)pyrrolidine-1-carbonyl)phenyl)acrylamide